nonafluoro-1-butanesulfonic acid magnesium chloride salt [Cl-].[Mg+2].FC(C(C(C(S(=O)(=O)O)(F)F)(F)F)(F)F)(F)F.[Cl-]